C1(CC1)C[C@@H](C(ON=C(C)C)=O)NC(C[C@H]1N(C(CC1)=O)CC1=C(C(=CC=C1)F)F)=O N-((S)-3-Cyclopropyl-1-oxo-1-((propan-2-ylideneamino)oxy)propan-2-yl)-2-((S)-1-(2,3-difluorobenzyl)-5-oxopyrrolidin-2-yl)acetamide